4-(3-(6-chloro-2-(diaminomethyleneamino)quinazolin-4-yl)phenyl)piperazine-1-carboximidamide ClC=1C=C2C(=NC(=NC2=CC1)N=C(N)N)C=1C=C(C=CC1)N1CCN(CC1)C(N)=N